BrCCOC1=CC2=C(N(N=N2)C2CC(C2)(O)C)C(=C1)C(F)(F)F (cis)-3-(5-(2-bromoethoxy)-7-(trifluoromethyl)-1H-benzo[d][1,2,3]triazol-1-yl)-1-methylcyclobutan-1-ol